Methyl (6-(2-fluoro-5-((4-oxo-3,4-dihydrophthalazin-1-yl)methyl)phenyl)-5-methyl-3H-imidazo[4,5-b]pyridin-2-yl)carbamate FC1=C(C=C(C=C1)CC1=NNC(C2=CC=CC=C12)=O)C=1C=C2C(=NC1C)NC(=N2)NC(OC)=O